CC1=C(C=2N(C=C1C1=C(C3=NC(=CC=C3N1)N1C[C@H]3CCC[C@@H](C1)N3)C(C)C)N=CN2)C (1R,5S)-3-(2-{7,8-Dimethyl-[1,2,4]triazolo[1,5-a]pyridin-6-yl}-3-(propan-2-yl)-1H-pyrrolo[3,2-b]pyridin-5-yl)-3,9-diazabicyclo[3.3.1]nonan